Dioxacycloheptadecan O1OCCCCCCCCCCCCCCC1